ClC=1C=C(O[C@H]2CN(CCC2)C2(CCOCC2)C(=O)N[C@@H](C)C2=CC=C(C(=O)O)C=C2)C=CC1 4-[(1S)-1-[[4-[(3R)-3-(3-chlorophenoxy)-1-piperidinyl]tetrahydropyran-4-carbonyl]amino]ethyl]benzoic acid